(S)-1-amino-4-(4-((4-methoxypyridin-2-yl)carbamoyl)phenyl)-2-(1-propynylpiperidin-2-yl)-1H-imidazole-5-carboxamide NN1C(=NC(=C1C(=O)N)C1=CC=C(C=C1)C(NC1=NC=CC(=C1)OC)=O)[C@H]1N(CCCC1)C#CC